COC=1C=C(C=CC1)C1=CC(=C(C=C1)C(=O)N)NC(C=C)=O 3'-methoxy-3-(prop-2-enamido)-[1,1'-biphenyl]-4-carboxamide